CN1[C@@H]([C@H](CC1=O)C(=O)NCCOCCNC(=O)C1CC(C1)NC(CCOCCC(=O)OC(C)(C)C)=O)C=1C=NC=CC1 tert-Butyl 3-(3-(((1R,3s)-3-((2-(2-((2S,3S)-1-methyl-5-oxo-2-(pyridin-3-yl)pyrrolidine-3-carboxamido)ethoxy)ethyl)carbamoyl)cyclobutyl)amino)-3-oxopropoxy)propanoate